(Z)-5-(4-((tert-butyldimethylsilyl)oxy)but-2-en-1-yl) 1-methyl (tert-butoxycarbonyl)-L-glutamate C(C)(C)(C)OC(=O)N[C@@H](CCC(=O)OC\C=C/CO[Si](C)(C)C(C)(C)C)C(=O)OC